(4R,5R)-methyl 4-(3-chlorophenyl)-5-(4-chlorophenyl)-5-hydroxy-2-methylpentanoate (4S,5S)-methyl-4-(3-chlorophenyl)-5-(4-chlorophenyl)-5-hydroxy-2-methylpentanoate COC(C(C[C@H]([C@H](O)C1=CC=C(C=C1)Cl)C1=CC(=CC=C1)Cl)C)=O.ClC=1C=C(C=CC1)[C@@H](CC(C(=O)OC)C)[C@@H](O)C1=CC=C(C=C1)Cl